ClC=1C=C(CN2CCN(C3=CC=CC=C23)C(C(C)N2CCCC2)=O)C=CC1 1-(4-(3-chlorobenzyl)-3,4-dihydroquinoxaline-1(2H)-yl)-2-(pyrrolidin-1-yl)propan-1-one